2-(1-(4-(1H-pyrrolo[2,3-b]pyridin-4-yl)-1H-pyrazol-1-yl)cyclopentyl)-N-(2,2,2-trifluoroethyl)acetamide N1C=CC=2C1=NC=CC2C=2C=NN(C2)C2(CCCC2)CC(=O)NCC(F)(F)F